alpha-methylbenzoin CC(C(C1=CC=CC=C1)=O)(O)C1=CC=CC=C1